ClC1=CC=C(C=C1)C1=CC=C(C=O)C=C1 4-(4-chlorophenyl)benzaldehyde